8-((3R,4R)-3-(2-Methoxyethoxy)-4-(3-(trifluoromethyl)phenoxy)piperidin-1-yl)-5-methyl-6-oxo-5,6-dihydro-1,5-naphthyridin-2-carbonitril COCCO[C@@H]1CN(CC[C@H]1OC1=CC(=CC=C1)C(F)(F)F)C1=CC(N(C=2C=CC(=NC12)C#N)C)=O